C(C)(C)N1C(=NN=C1)C1=CC=CC(=N1)NC(=O)NC1=NC=C(C=C1)C1=NC=CN=C1 1-(6-(4-isopropyl-4H-1,2,4-triazol-3-yl)pyridin-2-yl)-3-(5-(pyrazin-2-yl)pyridin-2-yl)urea